4-Bromo-1,8-naphthalic anhydride C1=CC2=C(C=CC3=C2C(=C1)C(=O)OC3=O)Br